4-((Dimethylamino)methyl)pyrrolidin-3-ol tert-butyl-N-[4-[[2-amino-8-(phenylcarbamoyl)-3H-1-benzazepine-4-carbonyl]-propyl-amino]but-2-ynyl]carbamate C(C)(C)(C)N(C(=O)OC1CNCC1CN(C)C)CC#CCN(CCC)C(=O)C=1CC(=NC2=C(C1)C=CC(=C2)C(NC2=CC=CC=C2)=O)N